(4-(4-(4-Methylbenzyl)-7-((2-(trimethylsilyl)ethoxy)methyl)-7H-pyrrolo[2,3-d]pyrimidin-6-yl)phenyl)methanol CC1=CC=C(CC=2C3=C(N=CN2)N(C(=C3)C3=CC=C(C=C3)CO)COCC[Si](C)(C)C)C=C1